1-(tetrahydro-2H-pyran-2-yl)-1H-pyrazole-5-sulfonyl chloride O1C(CCCC1)N1N=CC=C1S(=O)(=O)Cl